(1R,4S)-4-(benzyloxy)cyclopent-2-en-1-yl 2,2,2-trichloroacetimidate ClC(C(O[C@H]1C=C[C@H](C1)OCC1=CC=CC=C1)=N)(Cl)Cl